C1(=CC=CC=C1)C(OCC(=O)O)(C1=CC=CC=C1)C1=CC=CC=C1 Triphenylmethoxyacetic acid